C(#N)N1C[C@]2(CC2C1)NC(=O)C=1SC(=CN1)C1=C(C=CC=C1)NC1=CC=CC=C1 N-((1R)-3-cyano-3-azabicyclo[3.1.0]hexan-1-yl)-5-(2-(phenylamino)phenyl)thiazole-2-carboxamide